3-(2-Methyl-6-((E)-(4-((E)-phenyldiazenyl)naphthalen-1-yl)diazenyl)-2,3-dihydro-1H-perimidin-2-yl)propyl 5-((3aR,4R,6aS)-2-oxohexahydro-1H-thieno[3,4-d]imidazol-4-yl)pentanoate O=C1N[C@@H]2[C@H](N1)CS[C@@H]2CCCCC(=O)OCCCC2(NC=1C=CC=C3C(=CC=C(N2)C13)\N=N\C1=CC=C(C3=CC=CC=C13)\N=N\C1=CC=CC=C1)C